tert-butyl (1R,2S,5S)-2-((S)-but-3-en-2-yl)-3,8-diazabicyclo[3.2.1]octane-8-carboxylate C[C@@H](C=C)[C@H]1[C@H]2CC[C@@H](CN1)N2C(=O)OC(C)(C)C